N-ethyl-3-(2-methyl-1-oxo-2,6-naphthyridin-4-yl)benzenesulfonamide tert-butyl-11-thioxo-3,4,8,9,10,11-hexahydro-1H-pyrido[4',3':3,4]pyrazolo[1,5-a][1,4]diazepine-2(7H)-carboxylate C(C)(C)(C)OC(=O)N1CC=2C(=NN3C2C(NCCC3)=S)CC1.C(C)NS(=O)(=O)C1=CC(=CC=C1)C1=CN(C(C3=CC=NC=C13)=O)C